3,5-difluoro-4-hydroxy-N-({(1r,4r)-4-[6-(2-methyl-1,3-thiazol-5-yl)-2H-indazol-2-yl]cyclohexyl}methyl)benzamide FC=1C=C(C(=O)NCC2CCC(CC2)N2N=C3C=C(C=CC3=C2)C2=CN=C(S2)C)C=C(C1O)F